methyl 4-(1-((tert-butoxycarbonyl)amino)-2-methoxy-2-oxoethyl)benzoate C(C)(C)(C)OC(=O)NC(C(=O)OC)C1=CC=C(C(=O)OC)C=C1